C(C)(C)(C)N1N=C(C(=C1NC(CC(C(F)(F)F)(C)C)=O)C)C1CC(C1)(F)F N-(1-(tert-butyl)-3-(3,3-difluorocyclobutyl)-4-methyl-1H-pyrazol-5-yl)-4,4,4-trifluoro-3,3-dimethylbutanamide